5,15-dithienylporphyrin C1=CSC(=C1)C2=C3C=CC(=CC4=NC(=C(C5=NC(=CC6=CC=C2N6)C=C5)C7=CC=CS7)C=C4)N3